COC1=C(C=C2C(=NC=NC2=C1)NC=1C=C(C=CC1OC)C1=CC(=CC=C1)NC(=O)OC1=CC=C(C=C1)[N+](=O)[O-])OC1CN(C1)C(=O)OC(C)(C)C tert-Butyl 3-((7-methoxy-4-((4-methoxy-3'-(((4-nitrophenoxy)carbonyl)amino)-[1,1'-Biphenyl]-3-yl)amino)quinazolin-6-yl)oxy)azetidine-1-carboxylate